(E)-1-(4-bromophenyl)butadiene BrC1=CC=C(C=C1)\C=C\C=C